2-[(6-{[(5,6-dichloro-1-naphthyl)oxy]methyl}-2-fluoropyridin-3-yl)oxy]-N-methoxy-N-methylethylamine ClC1=C2C=CC=C(C2=CC=C1Cl)OCC1=CC=C(C(=N1)F)OCCN(C)OC